ClC1=CC=C(S1)CNC1=CC(=NN1C(C(C)(C)C)=O)C1N(CCC1)C(CN1CCOCC1)=O 1-(5-{[(5-chlorothiophen-2-yl)methyl]amino}-3-{1-[2-(morpholin-4-yl)acetyl]pyrrolidin-2-yl}-1H-pyrazol-1-yl)-2,2-dimethylpropan-1-one